NC1(CC1)C(=O)NC1=CC(=C(C=C1)OCCN(C)C)OC 1-amino-N-(4-(2-(dimethylamino)ethoxy)-3-methoxyphenyl)cyclopropane-1-carboxamide